4-((N-cyclopropyl-N-methylsulfamoyl)carbamoyl)-5-ethoxy-2-fluorobenzoic acid C1(CC1)N(S(=O)(=O)NC(=O)C1=CC(=C(C(=O)O)C=C1OCC)F)C